C(=O)([O-])OC(=O)OC(=O)[O-].[Sb+3].C(=O)([O-])OC(=O)OC(=O)[O-].C(=O)([O-])OC(=O)OC(=O)[O-].[Sb+3] antimony tricarbonate